The molecule is a tricarboxylic acid that is pent-3-ene-1,2,5-tricarboxylic acid carrying an oxo substituent at position 5 (the 2R,3E-stereoisomer). It is a conjugate acid of a (2R,3E)-5-oxopent-3-ene-1,2,5-tricarboxylate. C([C@H](/C=C/C(=O)C(=O)O)C(=O)O)C(=O)O